(2S,3R)-2-amino-3-carbamimidamido-4,4,4-trifluorobutanoic acid N[C@H](C(=O)O)[C@H](C(F)(F)F)NC(=N)N